1,2-dimethyl-3-phenylpyrazoline CN1N(C(=CC1)C1=CC=CC=C1)C